C(C)(=O)N1C[C@H](N(CC1)C(C=C)=O)C1=CC(=CC(=C1)C=1N=NN(N1)C)Cl (R)-1-(4-acetyl-2-(3-chloro-5-(2-methyl-2H-tetrazol-5-yl)phenyl)piperazin-1-yl)prop-2-en-1-one